C(C)(C)(C)OC(=O)N1CCN(CC1)CCOC1=C(C=C(C=C1)NC(C(=O)OC)(C)C)Br 4-(2-(2-Bromo-4-((1-methoxy-2-methyl-1-oxoprop-2-yl)amino)phenoxy)ethyl)piperazine-1-carboxylic acid tert-butyl ester